O-methylcytidine-3'-phosphate P(=O)(O)(O)O[C@H]1[C@H]([C@@H](O[C@@H]1CO)N1C(=O)N=C(N)C=C1)OC